C(C)(C)(C)C=1C(=C(C(=C(C1O)C=1C(=CC=CC1)O)C(C)(C)C)C(C)(C)C)C(C)(C)C tetra-t-butyl-biphenol